8,8'-(METHYLAZANEDIYL)BIS(N,N-DINONYLOCTANAMIDE) CN(CCCCCCCC(=O)N(CCCCCCCCC)CCCCCCCCC)CCCCCCCC(=O)N(CCCCCCCCC)CCCCCCCCC